5-amino-N-((5-cyclopropyl-3-fluoropyridin-2-yl)methyl)-N-isopropyl-6,8-dihydro-1H-furo[3,4-d]pyrrolo[3,2-b]pyridine-2-carboxamide NC1=C2C(=C3C(=N1)C=C(N3)C(=O)N(C(C)C)CC3=NC=C(C=C3F)C3CC3)COC2